CC1(OC2=C(C1)C=CC(=C2)N(C(C#C)=O)C2(CCC(CC2)(F)F)C(=O)N)C 1-(N-(2,2-dimethyl-2,3-dihydrobenzofuran-6-yl)propiolamido)-4,4-difluorocyclohexane-1-carboxamide